Tributyl 2-hydroxypropane-1,2,3-tricarboxylate OC(CC(=O)OCCCC)(CC(=O)OCCCC)C(=O)OCCCC